6-bromo-8-(4,4-difluoropiperidin-1-yl)quinazoline BrC=1C=C2C=NC=NC2=C(C1)N1CCC(CC1)(F)F